COC1=CC=C(C=C1)C1=C(NC=2N(C1=O)N=C(C2C2=CC=CC=C2)C2=CC=CC=C2)NC2=NC=CC=N2 6-(4-methoxyphenyl)-2,3-diphenyl-5-(pyrimidin-2-ylamino)pyrazolo[1,5-a]pyrimidin-7(4H)-one